N[C@@H]1[C@@H](OCC12CCN(CC2)C2=NC1=C(C=3N2C=CN3)C(=CN1CO)C1=C(C(=NC=C1)NC1CC1)Cl)C (5-((3S,4S)-4-amino-3-methyl-2-oxa-8-azaspiro[4.5]decan-8-yl)-9-(3-chloro-2-(cyclopropylamino)pyridin-4-yl)-7H-imidazo[1,2-c]pyrrolo[3,2-e]pyrimidin-7-yl)methanol